(2'R)-2'-Chloro-2'-deoxy-2'-methyluridine Cl[C@]1([C@@H](O[C@@H]([C@H]1O)CO)N1C(=O)NC(=O)C=C1)C